NCC(CN1N=CN(C1=O)C=1C=C(C(=NC1)C=1C=C2CCC(N(C2=CC1)C)=O)C)=C(F)F 6-[5-[1-[2-(aminomethyl)-3,3-difluoro-allyl]-5-oxo-1,2,4-triazol-4-yl]-3-methyl-2-pyridinyl]-1-methyl-3,4-dihydroquinolin-2-one